6-(3,4-dimethylphenyl)-N-(1-methyl-1-oxido-2,3-dihydrophosphol-3-yl)-2-oxo-1,2-dihydropyridine-3-carboxamide CC=1C=C(C=CC1C)C1=CC=C(C(N1)=O)C(=O)NC1CP(C=C1)(=O)C